C(C)(=O)O[C@H](COC1=CC=C(C=C1)C(C)(C)C1=CC(=C(C(=C1)Cl)OC[C@H](CCl)O)Cl)CN1CCOCC1 (S)-1-(4-(2-(3,5-dichloro-4-((R)-3-chloro-2-hydroxypropoxy)phenyl)propan-2-yl)phenoxy)-3-morpholinopropan-2-yl acetate